C(C)OCC1(CCN(CC1)CC1CCC(CC1)NC(C)=O)CCC1=CC=CC=C1 N-(4-((4-(ethoxymethyl)-4-phenethylpiperidin-1-yl)methyl)cyclohexyl)acetamide